5'-(4-amino-2,6-dimethylbenzyl)spiro[cyclopropane-1,3'-indolin]-2'-one NC1=CC(=C(CC=2C=C3C4(C(NC3=CC2)=O)CC4)C(=C1)C)C